(R)-Ethylene oxide C1CO1